BrC=1C=NN2C1C=CC(=C2)C(C#N)(C)C 2-(3-bromopyrazolo[1,5-a]pyridin-6-yl)-2-methyl-propionitrile